2-(3-((1s,3s)-3-chloro-1-(4-methyl-4H-1,2,4-triazol-3-yl)cyclobutyl)phenyl)-4-(difluoromethyl)-6-(((1-methylcyclobutyl)amino)methyl)isoindolin-1-one ClC1CC(C1)(C1=NN=CN1C)C=1C=C(C=CC1)N1C(C2=CC(=CC(=C2C1)C(F)F)CNC1(CCC1)C)=O